C(#N)C=1C=C(C(=NC1)OC)S(=O)(=O)NC1=C(C(=C(C=C1)F)COC=1C=C2C(=NC1)N(N=C2CC)C2OCCCC2)F 5-cyano-N-[3-([[3-ethyl-1-(oxan-2-yl)pyrazolo[3,4-b]pyridin-5-yl]oxy]methyl)-2,4-difluorophenyl]-2-methoxypyridine-3-sulfonamide